ClC=1C=C2C=NN(C2=C(C1)C(=O)OC)CC1=CN=C(O1)C1=CC=CC=C1 methyl 5-chloro-1-((2-phenyloxazol-5-yl) methyl)-1H-indazole-7-carboxylate